4-(((trans)-4-(quinolin-6-yl)cyclohexyl)oxy)-1H-1,2,3-triazole-5-carboxylic acid 2,2,2-trifluoroacetate FC(C(=O)O)(F)F.N1=CC=CC2=CC(=CC=C12)[C@@H]1CC[C@H](CC1)OC=1N=NNC1C(=O)O